NC1=C(C(=O)NC2=CC(=C(C=C2)C)C)C=CC=C1 2-amino-N-(3,4-dimethylphenyl)-benzamide